C(C)N(S(=O)(=O)F)C N-ethyl-N-methylsulfamoyl fluoride